N,N-diethyl-3-Amino-6-fluorobenzenesulfonamide C(C)N(S(=O)(=O)C1=CC(=CC=C1F)N)CC